C(CCCCCCCC)OC(C)=O nonylacetate